ClC1=C(C=C(C=C1)N1OC2=C(C=NCC2)C1)C(F)(F)F N-(4-Chloro-3-(trifluoromethyl)phenyl)-6,7-dihydroisoxazolo[4,5-c]pyridine